C(C)C1(NC(N(C(C1)=O)CC1C(C1C)C(N[C@H]1[C@@H](C(OC2=CC=CC=C12)(C)C)O)=O)=[NH2+])CC [4,4-diethyl-1-[[2-[[(3S,4R)-3-hydroxy-2,2-dimethyl-chroman-4-yl]carbamoyl]-3-methylcyclopropyl]methyl]-6-oxo-hexahydropyrimidin-2-ylidene]ammonium